C(C)(C)(C)OC(=O)N1C2COCC1CC(C2)NC=2C=CC(=C(C(=O)O)C2)C 5-[(9-tert-butoxycarbonyl-3-oxa-9-azabicyclo[3.3.1]nonan-7-yl)amino]-2-methyl-benzoic acid